C(C)C(CC)(CC)C 3-ethyl-3-methyl-pentan